N1=CN=CC2=C1CN(CC2)C(=O)[C@@H]2CC21CCN(CC1)C(=O)OC(C(F)(F)F)C(F)(F)F |r| 1,1,1,3,3,3-hexafluoro-propan-2-yl (±)-1-(5,6,7,8-tetrahydro-pyrido[3,4-d]pyrimidine-7-carbonyl)-6-aza-spiro[2.5]octane-6-carboxylate